α-Glycidoxyethyltriethoxysilan C(C1CO1)OC(C)[Si](OCC)(OCC)OCC